C(C)OCC1(CCN(CC1)CC1=CC=C(C=C1)NC(C)=O)CCC1=CC2=CC=CC=C2C=C1 N-(4-((4-(ethoxymethyl)-4-(2-(naphthalen-2-yl)ethyl)piperidin-1-yl)methyl)phenyl)acetamide